2-Fluoro-4-methoxy-[1,1-biphenyl]-3-carbonitrile FC1=C(C=CC(=C1C#N)OC)C1=CC=CC=C1